ClC1=C(C=C(C(=C1)F)C1=NC=NC2=CC(=C(C(=C12)[2H])[2H])N1CCOCC1)C(O)C=1N=NC(=CC1)OC [2-Chloro-5-(5,6-dideuterio-7-morpholino-quinazolin-4-yl)-4-fluorophenyl]-(6-methoxypyridazin-3-yl)methanol